C(C)C1(COC2(OC1)CCC1(OCC(CO1)(CC)CO)CC2)CO (3,12-diethyl-1,5,10,14-tetraoxadispiro[5.2.59.26]hexadecane-3,12-diyl)dimethanol